2-(3-methylphenyl)malonaldehyde CC=1C=C(C=CC1)C(C=O)C=O